CC=1C(=C(C(=CC1)C)N)N 3,6-Dimethyl-1,2-diaminobenzene